CC1(C(NC(=O)NC1=O)C2C=C3N2C(=O)N3)N The molecule is a member of the class of azabicycloalkanes that is 1,3-diazabicyclo[2.2.0]hex-4-en-2-one substituted at position 6 by a 5-amino-5-methyl-2,4-dioxodihydropyrimidin-6-yl group. It has a role as a Mycoplasma genitalium metabolite. It is a pyrimidone, an aminopyrimidine and an azabicycloalkane.